CC=1N=C(SC1C1(OCCO1)C)/C=C/C(=O)OC methyl (E)-3-[4-methyl-5-(2-methyl-1,3-dioxolan-2-yl)thiazol-2-yl]acrylate